C(C)(=O)[O-].C(CCC)[N+]1=C(C=CC=C1)C 1-butyl-2-methylpyridinium acetat